α-Cedrene oxide CC1CCC2C13CC(C2(C)C)C4(C(C3)O4)C